N-hydroxysuccinimidobiotin C1CC(=O)N(C1=O)OC(=O)CCCC[C@H]2[C@@H]3[C@H](CS2)NC(=O)N3